2-bromo-N-(2,2,2-trifluoroethyl)propanamide BrC(C(=O)NCC(F)(F)F)C